CN(C/C=C/C(=O)N1CCN2C3=C(OC[C@@H]1C2)C=C2C(=N3)C(=NC=N2)NC2=CC(=C(C=C2)OC=2C=NC=CC2)C)C (E)-4-(dimethylamino)-1-((10S)-4-((3-methyl-4-(pyridin-3-yloxy)phenyl)amino)-7,8,10,11-tetrahydro-9H-6,10-methanopyrimido[4',5':5,6]pyrido[3,2-b][1,4,7]oxadiazonin-9-yl)but-2-en-1-one